FC(C(=O)O)(F)F.NCC(CN1N=NN(C1=O)C1=NC(=CC=C1C)C1=CC=C(C=C1)S(=O)(=O)C)=C(F)F 1-[2-(aminomethyl)-3,3-difluoro-allyl]-4-[3-methyl-6-(4-methylsulfonylphenyl)-2-pyridyl]tetrazol-5-one trifluoroacetate